methyl (S)-2-((R)-1-(4-chloro-1H-pyrazol-1-yl)propan-2-yl)-7-methyl-3-(2-azaspiro[3.5]nonan-7-yl)-3,7,8,9-tetrahydro-6H-imidazo[4,5-f]quinoline-6-carboxylate ClC=1C=NN(C1)C[C@@H](C)C=1N(C=2C(=C3CC[C@@H](N(C3=CC2)C(=O)OC)C)N1)C1CCC2(CNC2)CC1